4-(benzylcarbamoyl)-2-((4,7,10-tris(carboxymethyl)-1,4,7,10-tetraazacyclododecane-1-yl)methyl)pyridine 1-oxide C(C1=CC=CC=C1)NC(=O)C1=CC(=[N+](C=C1)[O-])CN1CCN(CCN(CCN(CC1)CC(=O)O)CC(=O)O)CC(=O)O